2-(3-fluoro-5-isopropyl-2-methoxyphenyl)-2-((R)-3-((5-((R)-1,2,3,4-tetrahydro-1,8-naphthyridin-2-yl)pentyl)oxy)pyrrolidin-1-yl)acetic acid FC=1C(=C(C=C(C1)C(C)C)C(C(=O)O)N1C[C@@H](CC1)OCCCCC[C@H]1NC2=NC=CC=C2CC1)OC